ClC1=CC=NC2=CC(=CC=C12)C(C)O (4-chloroquinolin-7-yl)ethan-1-ol